trans-N1-(2-(1-(phenylsulfonyl)indolin-5-yl)cyclopropyl)cyclohexane-1,4-diamine C1(=CC=CC=C1)S(=O)(=O)N1CCC2=CC(=CC=C12)C1C(C1)N[C@@H]1CC[C@H](CC1)N